C1(=CC=C(C=C1)S(=O)(=O)C(I)I)C diiodomethyl para-tolyl sulfone